N[C@@H](CCC(=O)O)C(=O)N (S)-4,5-diamino-5-oxopentanoic acid